6-Chloro-7-(4-chlorophenyl)-3-((4-hydroxy-1-(1-methyl-1H-pyrazole-4-carbonyl)piperidin-4-yl)methyl)-3H-pyrrolo[2,3-d]pyrimidin-4(7H)-one ClC1=CC2=C(N=CN(C2=O)CC2(CCN(CC2)C(=O)C=2C=NN(C2)C)O)N1C1=CC=C(C=C1)Cl